C(=O)C1([C@H]2CN(C[C@@H]12)C(=O)OC(C)(C)C)C tert-butyl (1R,5S,6r)-6-formyl-6-methyl-3-azabicyclo[3.1.0]hexane-3-carboxylate